NC1=CN=NC2=CC(=CC=C12)C=1C=C(C=CC1OCC=1C=NSC1)B(O)O [3-(4-AMINOCINNOLIN-7-YL)-4-[(1,2-THIAZOL-4-YL)METHOXY]PHENYL]BORONIC ACID